Methyl (R)-2-(5-(1-(3,5-dichloropyridin-4-yl)ethoxy)-1H-indazol-3-yl)-4,6-dihydropyrrolo[3,4-d]imidazole-5(1H)-carboxylate ClC=1C=NC=C(C1[C@@H](C)OC=1C=C2C(=NNC2=CC1)C1=NC2=C(N1)CN(C2)C(=O)OC)Cl